O1CCN(CC1)C1=NC(=C2N=CN(C2=N1)/N=C/C1=CC=NC=C1)NC1=CC=NC=C1 (E)-2-morpholino-N-(pyridin-4-yl)-9-((pyridin-4-ylmethylene)amino)-9H-purin-6-amine